C(#N)C1(C(C1)C)NS(=O)(=O)C=1C=C(C=2N(C1)C(=NC2)C=2SC(=NN2)C(F)F)N2CC(NC(C2)C)(C)C N-(1-cyano-2-methylcyclopropyl)-3-(5-(difluoromethyl)-1,3,4-thiadiazol-2-yl)-8-(3,3,5-trimethylpiperazin-1-yl)imidazo[1,5-a]pyridine-6-sulfonamide